FC(OC1=CC=C(C=C1)N1N=C(N=C1)C1=CC=C(OCC(=O)O)C=C1)(F)F 2-(4-(1-(4-(trifluoromethoxy)phenyl)-1H-1,2,4-triazol-3-yl)phenoxy)acetic acid